COCC1=NOC2=C1C(C1=C(C2=O)C=CS1)=O 3-(methoxymethyl)thieno[3',2':4,5]benzo[1,2-d]isoxazole-4,8-dione